N-[4-(bromoacetyl)phenyl]cyclopropane-carboxamide BrCC(=O)C1=CC=C(C=C1)NC(=O)C1CC1